C(C)(C)(C)OC(=O)N1CCN(CC1)CC1CNC1 4-(Azetidin-3-ylmethyl)piperazine-1-carboxylic acid tert-butyl ester